O[C@@H](CCOC(C[C@@H](C)O)=O)C.C(C)(C)(C)C1=CC=C(C=C1)C=1N=C(C2=CC(=CC=C2C1)C(F)(F)F)OCC (4-(tert-butyl)phenyl)-1-ethoxy-7-(trifluoromethyl)isoquinoline R-3-hydroxybutyl-R-3-hydroxybutyrate